C(C)C1(C(NC(N1)=O)=O)C1=CC(=CC=C1)C(F)(F)F 5-Ethyl-5-(3-(trifluoromethyl)phenyl)imidazole-2,4-dione